C(C)(C)(C)NC(C1=C(C=CC=C1)C)=O N-tertiary butyl-2-methylbenzamide